CC1=C(C2=CC3=C(/C(=C/[O-])/C(=N3)C=C4C(=C(C(=N4)C=C5C(=C(C(=N5)C=C1[N-]2)C=C)C)C(CC/C=C(\\C)/CC/C=C(\\C)/CCC=C(C)C)O)C)CCC(=O)O)CCC(=O)O The molecule is a doubly-charged cyclic tetrapyrrole anion obtained by deprotonation of the two pyrrole NH groups of cytoporphyrin. It is a conjugate base of a cytoporphyrin.